NCCCCCNC=1C(=C(C(=O)NC=2SC(=C(N2)C)C)C=CC1)C 3-((5-aminopentyl)amino)-N-(4,5-dimethylthiazol-2-yl)-2-methylbenzamide